(1R,3S,5R)-tert-Butyl 3-((6-bromo-3-cyclopropylpyridin-2-yl)carbamoyl)-5-((dimethylamino)methyl)-2-azabicyclo[3.1.0]hexane-2-carboxylate BrC1=CC=C(C(=N1)NC(=O)[C@H]1N([C@@H]2C[C@@]2(C1)CN(C)C)C(=O)OC(C)(C)C)C1CC1